1-methyl-6-nitro-3-(2-oxopropoxy)quinolin-2(1H)-one CN1C(C(=CC2=CC(=CC=C12)[N+](=O)[O-])OCC(C)=O)=O